ClC=1C=C(CN2C=CC3=CC(=CC=C23)C=O)C=CC1Cl 1-(3,4-dichlorobenzyl)-1H-indole-5-carbaldehyde